BrC=1C=C(C=C2CNCC12)NC(CC1=C(C=CC=C1)Cl)=O N-(7-bromoisoindolin-5-yl)-2-(2-chlorophenyl)acetamide